(R)-(1H-indole-2-yl)(2-methoxyphenyl)methaneamine N1C(=CC2=CC=CC=C12)[C@H](N)C1=C(C=CC=C1)OC